COC(C1=C(C=C(C(=C1)F)C1=CC=CC=2CN(COC21)C(C2=C(C=C(C=C2Cl)N2CC(C2)(C)O)Cl)=O)N2C1COCC2CC1)=O 4-[3-[2,6-Dichloro-4-(3-hydroxy-3-methylazetidin-1-yl)benzoyl]-2,4-dihydro-1,3-benzoxazin-8-yl]-5-fluoro-2-(3-oxa-8-azabicyclo[3.2.1]oct-8-yl)benzoic acid methyl ester